FC(C)(F)Cl 1,1-difluorochloroethane